ClC1=C(C(=CC=C1Cl)O)[C@H]1C[C@@H]2N(C(CN(C2)CC2(CNC2)C)=O)C1 (7R,8aS)-7-(2,3-dichloro-6-hydroxyphenyl)-2-[(3-methylazetidin-3-yl)methyl]-hexahydropyrrolo[1,2-a]pyrazin-4-one